6-(2-amino-5-(4-(4-(cyclopropylmethyl)piperazin-1-yl)phenyl)-6-fluoropyridin-3-yl)-4-methylisoquinolin-1(2H)-one NC1=NC(=C(C=C1C=1C=C2C(=CNC(C2=CC1)=O)C)C1=CC=C(C=C1)N1CCN(CC1)CC1CC1)F